4-(4-((4-(4-(2,4-Dioxotetrahydropyrimidin-1(2H)-yl)-1H-indazol-1-yl)piperidin-1-yl)methyl)piperidin-1-yl)-3-fluorobenzoic acid, tris-trifluoroacetic acid salt FC(C(=O)O)(F)F.FC(C(=O)O)(F)F.FC(C(=O)O)(F)F.O=C1N(CCC(N1)=O)C1=C2C=NN(C2=CC=C1)C1CCN(CC1)CC1CCN(CC1)C1=C(C=C(C(=O)O)C=C1)F